4,4-dimethyl-5α-cholesta-8(9),14,24-trien-3β-ol CC1([C@@H]2CCC=3C4=CC[C@H]([C@@H](CCC=C(C)C)C)[C@]4(CCC3[C@]2(CC[C@@H]1O)C)C)C